1-methoxy-N-(3-methyl-4-((2-morpholinopyrimidin-5-yl)oxy)phenyl)cyclopropane-1-carboxamide COC1(CC1)C(=O)NC1=CC(=C(C=C1)OC=1C=NC(=NC1)N1CCOCC1)C